[SiH4]=S Silan-Sulfid